[Cl-].[Cl-].C[SiH](C)[Zr+2](C1C(=CC2=C(C=CC=C12)C1=CC=CC=C1)C)C1C(=CC2=C(C=CC=C12)C1=CC=CC=C1)C Rac-dimethylsilylbis(2-methyl-4-phenylindenyl)zirconium dichloride